C(C)OC(=O)C1=C(OC2=C1C=C(C=C2C)O)C 5-hydroxy-2,7-dimethylbenzofuran-3-carboxylic acid ethyl ester